C(C)(C)(C)OC(CN(C(=O)OCOP(=O)(OC(C)(C)C)OC(C)(C)C)C[C@H]1N(CCC1)C(=O)OCC1=CC=CC=C1)=O benzyl (S)-2-(((2-(tert-butoxy)-2-oxoethyl)((((di-tert-butoxyphosphoryl)oxy)methoxy)carbonyl)amino)methyl)pyrrolidine-1-carboxylate